CC=1NC2=CC=CC=C2C1C=1C=CNC1 4-(2-methyl-1H-indol-3-yl)-1H-pyrrole